FC1=CC=C(C=C1)C1=CC(=C(C=N1)CNC(C=C)=O)C1=NNC(=C1)CO N-((6-(4-fluorophenyl)-4-(5-(hydroxymethyl)-1H-pyrazol-3-yl)pyridin-3-yl)methyl)acrylamide